1,2,4-thiadiazole hydrochloride Cl.S1N=CN=C1